17-amino-6,15-bis(trifluoromethyl)-19-oxa-3,4,13,18-tetraazatricyclo[12.3.1.12,5]nonadec-1(18),2,4,14,16-penta-en-6-ol NC1=CC(=C2NCCCCCCC(C3=NN=C(C1=N2)O3)(O)C(F)(F)F)C(F)(F)F